2,3,3,4-tetramethylbutanoic acid CC(C(=O)O)C(CC)(C)C